CC1=NNC2=C1N=C(N=C2NCC2=NOC(=N2)C)N 3-methyl-N7-((5-methyl-1,2,4-oxadiazol-3-yl)methyl)-1H-pyrazolo[4,3-d]Pyrimidine-5,7-diamine